(1R,4S)-4-[[[3-(3-fluorophenyl)-5-methyl-4H-1,2-oxazol-5-yl]carbonyl]amino]cyclopent-2-ene-1-carboxylic acid FC=1C=C(C=CC1)C1=NOC(C1)(C)C(=O)N[C@@H]1C=C[C@@H](C1)C(=O)O